C([O-])([O-])=O.[Cs+].C1(CC1)CN1C(=CC2=CC=CC(=C12)OCC1CNC(C1)=O)C1=NN2C(C(=CC(=C2)C(=O)OC)F)=C1C.[Cs+] Methyl 2-(1-(cyclopropylmethyl)-7-((5-oxopyrrolidin-3-yl)methoxy)-1H-indol-2-yl)-4-fluoro-3-methylpyrazolo[1,5-a]pyridine-6-carboxylate Cesium carbonate